BrC=1C=C2C(=CC=NC2=CC1OC)OC1=CC=C(C=N1)N(C(=O)C1(CC1)C(=O)N)C1=CC=C(C=C1)F N-(6-((6-bromo-7-methoxyquinolin-4-yl)oxy)pyridin-3-yl)-N-(4-fluorophenyl)-cyclopropane-1,1-dicarboxamide